BrC=1C=2N(C=C(C1)C1CC1)C=C(N2)C(CCl)=O 1-(8-bromo-6-cyclopropylimidazo[1,2-a]pyridin-2-yl)-2-chloroethan-1-one